3-(5-(5-butyltetrahydro-2H-pyran-2-yl)-1-oxoisoindolin-2-yl)piperidine C(CCC)C1CCC(OC1)C=1C=C2CN(C(C2=CC1)=O)C1CNCCC1